rac-N-((1r,4r)-4-(3-Chloro-4-cyanophenoxy)cyclohexyl)-6-(3-((4-(4-(2,4-dioxotetrahydropyrimidin-1(2H)-yl)-1H-indol-1-yl)piperidin-1-yl)methyl)piperidin-1-yl)pyridazine-3-carboxamide ClC=1C=C(OC2CCC(CC2)NC(=O)C=2N=NC(=CC2)N2C[C@H](CCC2)CN2CCC(CC2)N2C=CC3=C(C=CC=C23)N2C(NC(CC2)=O)=O)C=CC1C#N |r|